ClC1=CNC=2N=C(N=C(C21)NCCOC)NC2=CC=C(C1=C2OCCO1)C(=O)N1CCOCC1 (8-((5-chloro-4-((2-methoxyethyl)amino)-7H-pyrrolo[2,3-d]pyrimidin-2-yl)amino)-2,3-dihydrobenzo[b][1,4]dioxin-5-yl)(morpholino)methanone